C1(=CC=C(C=C1)N1C=CC=C1)C1=CC=CC=C1 1-(4-biphenylyl)pyrrole